N-isopropyl-8-[4-(trifluoromethyl)phenoxy]quinoline-3-carboxamide C(C)(C)NC(=O)C=1C=NC2=C(C=CC=C2C1)OC1=CC=C(C=C1)C(F)(F)F